C12C(=CCC3C(C4=CC=CC=C4C(C13)=O)=O)C2 1,4,4a,9a-tetrahydromethanoanthraquinone